2-(Methylamino)-3-(3-methoxy-4-(((tetrahydro-2H-pyran-2-yl)oxy)carbamoyl)phenyl)propanoic acid CNC(C(=O)O)CC1=CC(=C(C=C1)C(NOC1OCCCC1)=O)OC